N-ethyl-6-[6-methoxy-5-({[2-(trifluoromethoxy)phenyl]-methyl}carbamoyl)pyridin-3-yl]-1H-indazole-3-carboxamide C(C)NC(=O)C1=NNC2=CC(=CC=C12)C=1C=NC(=C(C1)C(NCC1=C(C=CC=C1)OC(F)(F)F)=O)OC